ClC=1C(=CC(=C(C1)S(=O)(=O)NC=1SC(=CN1)F)F)NCCCCNCCCNC 5-chloro-2-fluoro-N-(5-fluoro-1,3-thiazol-2-yl)-4-[(4-{[3-(methylamino)-propyl]amino}butyl)amino]-benzenesulfonamide